C(C=CC)(=O)OCCCC butyl butenoate